2-ethoxy-4-((tetrahydro-2H-pyran-2-yl)oxy)benzaldehyde C(C)OC1=C(C=O)C=CC(=C1)OC1OCCCC1